1-(N,N-diethylaminoethyl)-3-methylimidazolium hexafluorophosphate F[P-](F)(F)(F)(F)F.C(C)N(CC)CCN1C=[N+](C=C1)C